Cl.CC1(CCC1)N 1-methyl-1-cyclobutylamine hydrochloride